[Na+].OCCN(CCS(=O)(=O)[O-])CCO N,N-di(2-hydroxyethyl)-2-aminoethanesulfonic acid sodium salt